2-[(3aR,5R,6aS)-5-benzyl-5-hydroxy-octahydrocyclopenta[c]pyrrol-2-yl]-1-(5-hydroxypyrimidin-2-yl)ethan-1-one C(C1=CC=CC=C1)C1(C[C@@H]2[C@@H](CN(C2)CC(=O)C2=NC=C(C=N2)O)C1)O